CCCCCCCCCC(=O)OC[C@H](CO)OC(=O)CCCCCCC/C=C\\CCCCCCCC The molecule is a 1,2-diacyl-sn-glycerol in which the 1- and 2-acyl groups are specified as capryl (decanoyl) and oleoyl (9Z-octadecenoyl) respectively. It is a 1,2-diacyl-sn-glycerol, a 1-decanoyl-2-oleoylglycerol and a decanoate ester. It derives from an oleic acid.